tert-butyl N-(2-bromo-3-methoxy-6-methyl-phenyl)carbamate BrC1=C(C(=CC=C1OC)C)NC(OC(C)(C)C)=O